6-(1-methyl-1H-pyrazol-4-yl)-4-(6-(4-((5-(methylthio)pyridin-2-yl)methyl)piperazin-1-yl)pyridin-3-yl)pyrazolo[1,5-a]pyridine-3-carbonitrile CN1N=CC(=C1)C=1C=C(C=2N(C1)N=CC2C#N)C=2C=NC(=CC2)N2CCN(CC2)CC2=NC=C(C=C2)SC